CC1(OB(OC1(C)C)C1=C(C=C(C=C1)C(F)(F)F)NS(=O)(=O)C)C N-(2-(4,4,5,5-tetramethyl-1,3,2-dioxaborolan-2-yl)-5-(trifluoromethyl)phenyl)methanesulfonamide